tert-butyl 6-methylene-1,4-oxazepan-4-carboxylate C=C1CN(CCOC1)C(=O)OC(C)(C)C